1-(2-fluorophenyl)guanidine FC1=C(C=CC=C1)NC(=N)N